4-(2-cyclopropylethynyl)-5-methoxy-2-(trifluoromethyl)quinazoline C1(CC1)C#CC1=NC(=NC2=CC=CC(=C12)OC)C(F)(F)F